C(N)(=O)C1(CCN(CC1)C1=CC(=NC=2N1N=C(C2C2=CC=C(C=C2)Cl)C2=C(C=CC=C2)Cl)N2[C@@H](CCC2)C(=O)O)C (2S)-1-[7-(4-carbamoyl-4-methyl-1-piperidyl)-2-(2-chlorophenyl)-3-(4-chlorophenyl)pyrazolo[1,5-a]pyrimidin-5-yl]pyrrolidine-2-carboxylic acid